2-(3,4-difluorophenoxy)-6,7-dihydropyrrolo[1,2-a]thiazolo[5,4-d]pyrimidin-9(5H)-one FC=1C=C(OC=2SC=3N=C4N(C(C3N2)=O)CCC4)C=CC1F